1-(2,4,5-trifluorophenyl)-1H-pyrazol-3-amine FC1=C(C=C(C(=C1)F)F)N1N=C(C=C1)N